(+)-11'-Benzyl-8'-methoxy-1-(4-methylbenzyl)-5',11'-dihydrospiro[indoline-3,6'-indolo[3,2-c]quinolin]-2-one C(C1=CC=CC=C1)N1C2=CC=C(C=C2C=2C3(NC4=CC=CC=C4C21)C(N(C2=CC=CC=C23)CC2=CC=C(C=C2)C)=O)OC